2-(4-methoxybenzyl)-4,6-dimethylpyridine COC1=CC=C(CC2=NC(=CC(=C2)C)C)C=C1